C(C1=CC=CC=C1)N1CC(C(C(C1)C)O)CCO 1-benzyl-3-(2-hydroxyethyl)-5-methylpiperidin-4-ol